C1(CCCC1)N1C(C=C(C2=C1N=C(N=C2)N2CCC(CC2)NCCC2=CC=CC=C2)C2=CC=CC=C2)=O 8-cyclopentyl-2-(4-(phenethylamino)piperidin-1-yl)-5-phenylpyrido[2,3-d]pyrimidin-7-one